C(C1=CC=CC=C1)OC=1C=CC=2C(C3=CC=CC=C3SC2C1OCC1=CC=CC=C1)=O 3,4-bis(benzyloxy)-9H-thioxanthen-9-one